The molecule is an organic anion obtained by selective deprotonation of the 7-hydroxy group of kaempferol 3-O-beta-D-xyloside; major species at pH 7.3. It is a conjugate base of a kaempferol 3-O-beta-D-xyloside. C1[C@H]([C@@H]([C@H]([C@@H](O1)OC2=C(OC3=CC(=CC(=C3C2=O)[O-])O)C4=CC=C(C=C4)O)O)O)O